ClC=1C(=NC=CC1)N1C(NC(C2=CC=C(C=C12)CC)=O)=O 1-(3-chloropyridin-2-yl)-7-ethylquinazolin-2,4(1H,3H)-dione